BrC1=CC=C(C=C1)P(C1=CC=2C(C3=CC=CC=C3C2C=C1)(C)C)(C1=CC=2C(C3=CC=CC=C3C2C=C1)(C)C)=O (4-bromophenyl)bis(9,9-dimethylfluoren-2-yl)phosphorus oxide